7-bromo-1-(((tert-butyldimethylsilyl)oxy)methyl)-5-fluoro-2,3-dihydro-1H-benzo[d]pyrrolo[1,2-a]imidazole BrC1=CC2=C(N=C3N2C(CC3)CO[Si](C)(C)C(C)(C)C)C(=C1)F